FC=1C=C2NC=CC2=C2CCC(NCC(CCCC(C3=CN=C(C=4C(=CC=C(OC12)C4)F)N3)(C)C=3C=C(C=CC3)CCC(=O)O)(C)C)=O 3-[3-(23,29-Difluoro-6,10,10-trimethyl-13-oxo-25-oxa-3,12,20,31-tetrazapentacyclo[24.3.1.12,5.016,24.017,21]hentriaconta-1(30),2,4,16,18,21,23,26,28-nonaen-6-yl)phenyl]propanoic acid